N-(6-(4-amino-2H-1,2,3-triazol-2-yl)-5-chloropyridin-3-yl)-1-(1-oxo-1,2-dihydroisoquinolin-5-yl)-5-(trifluoromethyl)-1H-pyrazole-4-carboxamide NC1=NN(N=C1)C1=C(C=C(C=N1)NC(=O)C=1C=NN(C1C(F)(F)F)C1=C2C=CNC(C2=CC=C1)=O)Cl